5-iodo-2-(methylsulfanyl)-3H-pyrimidin-4-one IC=1C(NC(=NC1)SC)=O